tert-butyl N-[(3R)-8-fluoro-4-oxo-7-[5-(1,2,2,2-tetrafluoro-1-methoxy-ethyl)-1,2,4-oxadiazol-3-yl]-3,5-dihydro-2H-1,5-benzothiazepin-3-yl]carbamate FC1=CC2=C(NC([C@H](CS2)NC(OC(C)(C)C)=O)=O)C=C1C1=NOC(=N1)C(C(F)(F)F)(OC)F